FC1=C(CCO1)F difluorodihydrofuran